O=C1NC(CCC1N1C(N(C2=C1C=C(C=C2)N2CCC(CC2)N(C(OC(C)(C)C)=O)C)C)=O)=O Tert-butyl N-[1-[3-(2,6-dioxo-3-piperidyl)-1-methyl-2-oxo-benzimidazol-5-yl]-4-piperidyl]-N-methyl-carbamate